C1(CC1)C1=NNC(=N1)C1CC2(CN(C2)C(=O)N2CC(C2)C23CC(C2)(C3)S(=O)(=O)C3=NC=C(C=C3)C(F)(F)F)C1 [6-(3-cyclopropyl-1H-1,2,4-triazol-5-yl)-2-azaspiro[3.3]heptan-2-yl]-[3-[3-[[5-(trifluoromethyl)-2-pyridyl]-sulfonyl]-1-bicyclo[1.1.1]pentanyl]-azetidin-1-yl]methanone